PALLADIUM-IRON [Fe].[Pd]